C(CC)N([C@@H]1CC=2C=CC=C(C2CC1)N(CC(=O)[O-])C(CCCCCCCCCCCCCCC(=O)N)=O)CCC=1SC=CC1 (S)-6-(propyl(2-(thiophen-2-yl)ethyl)amino)-5,6,7,8-tetrahydronaphthalen-1-yl(16-amino-16-oxopalmitoyl)glycinate